benzyl 4-((5-bromo-2-nitrophenyl)amino)piperidine-1-carboxylate BrC=1C=CC(=C(C1)NC1CCN(CC1)C(=O)OCC1=CC=CC=C1)[N+](=O)[O-]